N-[2-({4-[3-(3-chlorophenyl)-1H-pyrrolo[3,2-b]pyridin-2-yl]pyridin-3-yl}oxy)ethyl]-N-methylprop-2-enamide ClC=1C=C(C=CC1)C1=C(NC=2C1=NC=CC2)C2=C(C=NC=C2)OCCN(C(C=C)=O)C